C(C)(C)C1=C(C=CC=C1)C1N(CCN(C1)CC1=CC=C(C=C1)OC)C1CC2(C1)CCN(CC2)C2=CC=C(C(=O)N)C=C2 4-(2-(2-(2-isopropylphenyl)-4-(4-methoxybenzyl)piperazin-1-yl)-7-azaspiro[3.5]nonan-7-yl)benzamide